3-propoxy-2-phenylpropionate C(CC)OCC(C(=O)[O-])C1=CC=CC=C1